C1OCC12CN(C2)C2=NC=CC(=N2)COC2=CC=C(C=C2)C(C)(C)C2=CC=C(C(=O)O)C=C2 4-(2-(4-((2-(2-oxa-6-azaspiro[3.3]heptan-6-yl)pyrimidin-4-yl)methoxy)phenyl)propan-2-yl)benzoic acid